FC1=CC2=C(N=C(S2)OCC2N(C3CC(C2)C3)C(=O)C=3N=C(SC3C3=CC=CC=C3)C)C=C1 6-fluoro-2-{[2-(2-methyl-5-phenyl-1,3-thiazole-4-carbonyl)-2-azabicyclo[3.1.1]heptan-3-yl]methoxy}-1,3-benzothiazole